S1C(=CC2=C1C=CC=C2)C(=O)N2CCC(CC2)N2CC(C2)(N2N=CC(=C2)C=2C1=C(N=CN2)NC=C1)CC#N {1-[1-(1-benzothien-2-ylcarbonyl)piperidin-4-yl]-3-[4-(7H-pyrrolo[2,3-d]pyrimidin-4-yl)-1H-pyrazol-1-yl]azetidin-3-yl}acetonitrile